N-(1-(1-(2,4-bis(trifluoromethyl)phenyl)ethyl)-5-methyl-1H-pyrazol-4-yl)-5-(pyridin-2-yl)isoxazole-3-carboxamide FC(C1=C(C=CC(=C1)C(F)(F)F)C(C)N1N=CC(=C1C)NC(=O)C1=NOC(=C1)C1=NC=CC=C1)(F)F